6-bromo-1-[1-(2,4-dichlorophenyl)ethyl]pyrrolo[3,2-b]pyridine-3-carbonitrile BrC=1C=C2C(=NC1)C(=CN2C(C)C2=C(C=C(C=C2)Cl)Cl)C#N